CC=1C(=CC(=C(C1)O)[N+](=O)[O-])[N+](=O)[O-] 5-methyl-2,4-dinitrophenol